BrC1=C(C)C=C(C(=C1)C(C)(C)C)Br 2,5-Dibromo-4-tert-butyltoluene